N-(3-(2-oxooxazolidin-3-yl)phenyl)-2-(pyrrolidin-2-yl)benzamide O=C1OCCN1C=1C=C(C=CC1)NC(C1=C(C=CC=C1)C1NCCC1)=O